benzyl 4-(dibutoxymethyl)piperidine-1-carboxylate C(CCC)OC(C1CCN(CC1)C(=O)OCC1=CC=CC=C1)OCCCC